ClC=1C=CC(=C(C1)C1=C(C=NN1C[C@H](C)O)NC(=O)C=1C=NN2C1N=CC=C2)OC N-(5-(5-chloro-2-methoxyphenyl)-1-((S)-2-hydroxypropyl)-1H-pyrazol-4-yl)pyrazolo[1,5-a]pyrimidine-3-carboxamide